1-(4-methylbenzenesulfonyl)-1H-pyrrolo[2,3-b]pyridine-5-carbaldehyde CC1=CC=C(C=C1)S(=O)(=O)N1C=CC=2C1=NC=C(C2)C=O